BrC=1C=C(C=C(C1)Br)OC1=C2C(C=C(OC2=CC=C1)C(=O)OCC)=O ethyl 5-((3,5-dibromophenyl) oxy)-4-oxo-4H-chromene-2-carboxylate